N-(4-(2-(((1r,4r)-4-aminocyclohexyl)amino)-7-methylquinazolin-6-yl)-2-fluorophenyl)-2-chlorobenzenesulfonamide NC1CCC(CC1)NC1=NC2=CC(=C(C=C2C=N1)C1=CC(=C(C=C1)NS(=O)(=O)C1=C(C=CC=C1)Cl)F)C